C[C@H]1[C@H]2[C@H](C[C@H]3[C@@H]4CC=C5CCCC[C@]5(C)[C@H]4CC[C@]23C)O[C@]12CCC(C)CO2 spirost-5-ene